C(C=C)(=O)N1CN(CN(C1)C(C=C)=O)C(C=C)=O 1,3,5-triacryloyl-1,3,5-triazine